2-iodo-4-(piperidine-4-carboxamido)benzoic acid methyl ester dihydrochloride Cl.Cl.COC(C1=C(C=C(C=C1)NC(=O)C1CCNCC1)I)=O